NC1=NC=2C=CC(=CC2C2=C1CCC2)C(=O)Cl 4-amino-2,3-dihydro-1H-cyclopenta[c]quinoline-8-carbonyl chloride